7-((E)-3-(1H-tetrazol-5-yl)-allyl)-2-amino-9-((2R,3R,5S)-3-hydroxy-5-(hydroxymethyl)tetrahydrofuran-2-yl)-7,9-dihydro-1H-purin-6,8-dion N1N=NN=C1/C=C/CN1C(N(C=2N=C(NC(C12)=O)N)[C@@H]1O[C@@H](C[C@H]1O)CO)=O